1-methoxy-1,3-dihydrobenzimidazol-2-one CON1C(NC2=C1C=CC=C2)=O